[4-methoxy-7-(3-trifluoromethyl-piperidin-1-yl)-thiazolo[4,5-c]pyridin-2-yl]-amid COC1=NC=C(C2=C1N=C(S2)[NH-])N2CC(CCC2)C(F)(F)F